CNC1C[C@@H]2CC3(OCC(CO3)(C)C)C[C@@H]2C1 (3aR,5r,6aS)-N,5',5'-trimethylhexahydro-1H-spiro[pentalene-2,2'-[1,3]dioxane]-5-amine